N[C@@H](CCC(=O)N[C@@H](CCC(=O)[O-])C(=O)[O-])C(=O)O γ-Glutamyl-Glutamate